isopropenylborate-pinacol tert-Butyl-4-hydroxy-6-azaspiro[2.5]octane-6-carboxylate C(C)(C)(C)C1CC12C(CN(CC2)C(=O)OC(C)(C)C(C)(C)O)O.C(=C)(C)OB(O)O